(4-cyanophenyl)-6-(isopropylamino)isoindoline-2-carbonitrile C(#N)C1=CC=C(C=C1)C1N(CC2=CC=C(C=C12)NC(C)C)C#N